(2-(2-(tert-butoxycarbonyl)-1,2,3,4-tetrahydroisoquinolin-3-yl)-2-hydroxyethyl)-4,4-dimethyl-1-carbonyl-1,2,3,4-tetrahydroisoquinoline-6-carboxylic acid C(C)(C)(C)OC(=O)N1CC2=CC=CC=C2CC1C(CN1C(C2=CC=C(C=C2C(C1)(C)C)C(=O)O)=C=O)O